1,3,6,8-Pyrentetrasulfonic acid C1(=CC(=C2C=CC=3C(=CC(=C4C=CC1=C2C34)S(=O)(=O)O)S(=O)(=O)O)S(=O)(=O)O)S(=O)(=O)O